3-((4-fluorobenzyl)amino)propan-1-ol FC1=CC=C(CNCCCO)C=C1